2-(2-Oxo-2-thiophen-2-yl-ethylsulfanyl)-4-pyridin-4-yl-5,6,7,8-tetrahydro-quinoline-3-carbonitrile O=C(CSC1=NC=2CCCCC2C(=C1C#N)C1=CC=NC=C1)C=1SC=CC1